FC1=CC=C2C(C(N(C2=C1)C(=O)OC(C)(C)C)=N)=O 6-fluoro-N-Boc-isatin imine